Se-Ethyl-Isoselenourea CC[Se]C(=N)N